tert-butyl 6-(8-((3H-indol-2-yl)carbamoyl)-3,4-dihydroisoquinolin-2(1H)-yl)-3-(4,4,5,5-tetramethyl-1,3,2-dioxaborolan-2-yl)picolinate N1=C(CC2=CC=CC=C12)NC(=O)C=1C=CC=C2CCN(CC12)C1=CC=C(C(=N1)C(=O)OC(C)(C)C)B1OC(C(O1)(C)C)(C)C